NCCN1CCN(CC1)CCO 2-[4-(2-aminoethyl)piperazin-1-yl]Ethanol